N-methoxy-1-[4-[5-(trifluoromethyl)-1,2,4-oxadiazol-3-yl]phenyl]methanamine CONCC1=CC=C(C=C1)C1=NOC(=N1)C(F)(F)F